NC1(CC1)C=1C=2OC[C@@H](N3C=C(C(C(=CC1F)C32)=O)C(=O)O)C (2S)-6-(1-aminocyclopropyl)-7-fluoro-2-methyl-10-oxo-4-oxa-1-azatricyclo[7.3.1.05,13]trideca-5(13),6,8,11-tetraene-11-carboxylic acid